FC(C(C(C(F)(F)F)(F)F)(F)F)(C(=O)O)F perfluoro-n-butyl-carboxylic acid